ClC=1C=NC=C(C1N1CCN(CC1)CC=1C=C2C(N(C(C2=CC1)=O)N1C(NC(CC1)=O)=O)=O)Cl 5-((4-(3,5-dichloropyridin-4-yl)piperazin-1-yl)methyl)-2-(2,4-dioxotetrahydropyrimidine-1(2H)-yl)isoindoline-1,3-dione